(R)-(2-(2-methyl-2H-pyrazolo[3,4-b]pyridin-5-yl)-7-quinolinyl)(tetrahydro-2H-pyran-4-yl)methanol CN1N=C2N=CC(=CC2=C1)C1=NC2=CC(=CC=C2C=C1)[C@H](O)C1CCOCC1